ClC1=C(C(=O)NCCCCCCCC(=O)O)C=C(C=C1)[N+](=O)[O-] 8-(2-chloro-5-nitrobenzoyl)aminocaprylic acid